NC([C@H](C[C@H]1C(NCC1)=O)NC(=O)C1N(CC2(C1)CCCCC2)C(=O)C=2NC1=C(C=C(C=C1C2)OC)Cl)=O N-[(1S)-2-amino-2-oxo-1-[[(3S)-2-oxopyrrolidin-3-yl]methyl]ethyl]-2-(7-chloro-5-methoxy-1H-indole-2-carbonyl)-2-azaspiro[4.5]decane-3-carboxamide